5-{2-[5-fluoro-2-(5-methoxyquinoline-8-sulfonamido)phenyl]ethynyl}-3-methylpyridine-2-carboxylic acid FC=1C=CC(=C(C1)C#CC=1C=C(C(=NC1)C(=O)O)C)NS(=O)(=O)C=1C=CC(=C2C=CC=NC12)OC